FC=1C(=CC=2C3=C(NC(C2C1)=O)COC[C@@H]3NC(=O)C=3NC1=CC(=C(C=C1C3)F)F)F (R)-N-(8,9-difluoro-6-oxo-1,4,5,6-tetrahydro-2H-pyrano[3,4-c]isoquinolin-1-yl)-5,6-difluoro-1H-indole-2-carboxamide